N-(7-chloro-6-(1-(4-hydroxy-3-methyltetrahydrofuran-3-yl)piperidin-4-yl)isoquinolin-3-yl)spiro[2.2]pentane-1-carboxamide ClC1=C(C=C2C=C(N=CC2=C1)NC(=O)C1CC12CC2)C2CCN(CC2)C2(COCC2O)C